glycidoxypropyl-diethoxymethylsilane C(C1CO1)OCCC[SiH2]C(OCC)OCC